4-phenylpropionyl-phthalic anhydride C1(=CC=CC=C1)CCC(=O)C=1C=C2C(C(=O)OC2=O)=CC1